C(C)OC(=O)C1=C(N=C(N1NC)[C@H]1N(CCCC1)C(=O)OC(C)(C)C)C1=CC=C(C=C1)C(NC1=NC=CC(=C1)CC)=O (S)-tert-butyl 2-(5-(ethoxycarbonyl)-4-(4-((4-ethylpyridin-2-yl)carbamoyl)phenyl)-1-(methylamino)-1H-imidazol-2-yl)piperidine-1-carboxylate